1-[5-(2-methylallyloxymethyl) tetrazol-2-yl]Ethyl carbonate C(OC(C)N1N=C(N=N1)COCC(=C)C)([O-])=O